tert-butyl 2-((2-chloro-4-methyl-6-(trifluoromethyl)pyridin-3-yl)methyl)-3-oxopiperazine-1-carboxylate ClC1=NC(=CC(=C1CC1N(CCNC1=O)C(=O)OC(C)(C)C)C)C(F)(F)F